CN(CCC(C)(O)C1=CC=CC=C1)C 1-dimethylamino-3-phenyl-3-hydroxybutane